P(=O)(OOC1(C(C=CC=C1)C)C)(OOCCCCCCCCCCCC)[O-] o-dimethylphenoxy dodecyloxy phosphate